Ruthenium scandium [Sc].[Ru]